4-((3-chlorobenzyl)amino)-6-(3,5-dimethylisoxazol-4-yl)-N-((2-methylpyridin-4-yl)methyl)quinazoline-2-carboxamide 3-methylimidazolestearate CN1C(=NC=C1)CCCCCCCCCCCCCCCCCC(=O)O.ClC=1C=C(CNC2=NC(=NC3=CC=C(C=C23)C=2C(=NOC2C)C)C(=O)NCC2=CC(=NC=C2)C)C=CC1